5-fluoro-2-sulfanylidene-1H,3H-pyrrolo[2,1-f][1,2,4]triazin-4-one FC=1C=CN2NC(NC(C21)=O)=S